5-(10-phenylanthracen-9-yl)benzo[1,3]dioxole C1(=CC=CC=C1)C1=C2C=CC=CC2=C(C2=CC=CC=C12)C1=CC2=C(OCO2)C=C1